(1S,5R)-methyl 5-(4-(6-((4-cyano-2-fluorobenzyl)oxy)pyridin-2-yl)piperidin-1-yl)-1-methyl-1,2,4,5-tetrahydrobenzo[4,5]imidazo[1,2-d][1,4]oxazepine-9-carboxylate C(#N)C1=CC(=C(COC2=CC=CC(=N2)C2CCN(CC2)[C@@H]2C=3N([C@H](COC2)C)C2=C(N3)C=CC(=C2)C(=O)OC)C=C1)F